behenyl-propyl-ethyl-dimethyl-ammonium ethyl-sulfate C(C)OS(=O)(=O)[O-].C(CCCCCCCCCCCCCCCCCCCCC)C[N+](C)(CC)CCC